C(=O)(O)C=1C=C(C=CC1)S 3-carboxythiophenol